C12(CC3CC(CC(C1)C3)C2)COCCOCCNC(=O)C2=NN(C(=C2C)C2=CC=C(C=C2)Cl)C2=C(C=C(C=C2)Cl)Cl N-(2-(2-(((3r,5r,7r)-adamantan-1-yl)methoxy)ethoxy)ethyl)-5-(4-chlorophenyl)-1-(2,4-dichlorophenyl)-4-methyl-1H-pyrazole-3-carboxamide